NC1=NN2C(C(N(CC2)CCN2CCOCC2)=O)=C1 2-amino-5-(2-morpholinoethyl)-6,7-dihydropyrazolo[1,5-a]pyrazin-4(5H)-one